C(C)OC(=O)C=1C(=NC2=CC(=C(C=C2C1)Br)F)Cl 6-bromo-2-chloro-7-fluoroquinoline-3-carboxylic acid ethyl ester